5-(1-(2,2-difluoroethyl)-4-fluoro-1H-benzo[d]imidazol-6-yl)-6-fluoro-N-((3S,4R)-3-fluoro-1-(2-methoxyethyl)piperidin-4-yl)-4-methoxypyrrolo[2,1-f][1,2,4]triazin-2-amine FC(CN1C=NC2=C1C=C(C=C2F)C=2C(=CN1N=C(N=C(C12)OC)N[C@H]1[C@H](CN(CC1)CCOC)F)F)F